COCN1C=NC(=C1CO)C [3-(methoxymethyl)-5-methylimidazol-4-yl]methanol